C(CC(C)C)OP(O)(O)=O Isopentylphosphoric acid